1,3-bis-(2,3-epoxypropoxy)-2-(2,3-dihydroxypropoxy)propane C(C1CO1)OCC(COCC1CO1)OCC(CO)O